(6R)-6-[(1R,3aS,3bS,5aR,6R,7S,9aR,9bS,11aR)-6,7-diacetoxy-4,4-difluoro-9a,11a-dimethylhexadecahydro-1H-cyclopenta[1,2-a]phenanthren-1-yl]-2-methylheptan-2-yl acetate C(C)(=O)OC(C)(CCC[C@@H](C)[C@H]1CC[C@@H]2[C@@]1(CC[C@@H]1[C@]3(CC[C@@H]([C@@H]([C@@H]3CC([C@@H]21)(F)F)OC(C)=O)OC(C)=O)C)C)C